C(C(O)C(O)C(=O)O)(=O)O.CN(S(=O)(=O)C1=CC=CC=C1)C N,N-dimethylbenzenesulfonamide mono-tartaric acid salt